OC[C@H]1N(C[C@@H](N(C1)C(=O)OC(C)(C)C)C)C(CC)C1=CC=C(C=C1)C(F)(F)F tert-butyl (2S,5S)-5-(hydroxymethyl)-2-methyl-4-(1-(4-(trifluoromethyl)phenyl)propyl)piperazine-1-carboxylate